N-methyl-1-(4-(6-(2-(4-(3-(trifluoromethoxy)phenyl)piperazin-1-yl)acetamido)pyridazin-3-yl)butyl)-1H-1,2,3-triazole-4-carboxamide CNC(=O)C=1N=NN(C1)CCCCC=1N=NC(=CC1)NC(CN1CCN(CC1)C1=CC(=CC=C1)OC(F)(F)F)=O